Cl[Pd]C1(C(=CC=CC1)C1=C(C=CC=C1OC(C)C)OC(C)C)P(C1CCCCC1)C1CCCCC1 chloro(2-dicyclohexylphosphino-2',6'-di-isopropoxy-1,1'-biphenyl-2-yl)palladium (II)